1,1,1-trifluoro-4-Bromobutane FC(CCCBr)(F)F